3-[[4-[2-[(2,6-dimethylpyrimidin-4-yl)amino]pyrazolo[1,5-a]pyridin-5-yl]-6-(methoxymethyl)-3-pyridyl]oxy]-2,2-dimethyl-propanenitrile CC1=NC(=CC(=N1)NC1=NN2C(C=C(C=C2)C2=C(C=NC(=C2)COC)OCC(C#N)(C)C)=C1)C